CC1(CNCCC1)C1=NC=C(C=C1)N1CCNCC1 3-methyl-3-(5-(piperazin-1-yl)pyridin-2-yl)piperidine